3-((2S)-2-hydroxy-3-(8-(6-(2-hydroxyethylamino)pyridin-3-ylsulfonyl)-1-oxa-8-azaspiro[4.5]decan-3-ylamino)propoxy)-N-methylbenzenesulfonamide O[C@H](COC=1C=C(C=CC1)S(=O)(=O)NC)CNC1COC2(C1)CCN(CC2)S(=O)(=O)C=2C=NC(=CC2)NCCO